3-fluoro-2-methyl-2-(4-methylphenyl)aminopropionitrile FCC(C#N)(NC1=CC=C(C=C1)C)C